4-(4-{6-Chloro-7-[(1,2,2,6,6-pentamethylpiperidin-4-yl)amino]-3H-imidazo[4,5-b]pyridin-2-yl}phenyl)-1-(2-ethoxyethyl)piperazin-2-one ClC=1C(=C2C(=NC1)NC(=N2)C2=CC=C(C=C2)N2CC(N(CC2)CCOCC)=O)NC2CC(N(C(C2)(C)C)C)(C)C